ClC=1C=C(C=C(C1)Cl)C(CC(=O)O)NC(=O)C=1C(=NN(C1)CC=1C(=NC=2NCCCC2C1)C)C 3-(3,5-dichlorophenyl)-3-(3-methyl-1-((2-methyl-5,6,7,8-tetrahydro-1,8-naphthyridin-3-yl)methyl)-1H-pyrazole-4-carboxamido)propionic acid